5-fluoro-4-[2-(5-fluoro-2-pyridinyl)-5,5-dimethyl-4,6-dihydropyrrolo[1,2-b]pyrazol-3-yl]-1H-pyrazolo[3,4-b]pyridine FC=1C(=C2C(=NC1)NN=C2)C2=C1N(N=C2C2=NC=C(C=C2)F)CC(C1)(C)C